CC1(C(N(C=2C1=NC=CC2)C2CC(C2)(N2CCOCCC2)C)=O)C 3,3-dimethyl-1-((1s,3s)-3-methyl-3-(1,4-oxaazepan-4-yl)cyclobutyl)-1,3-dihydro-2H-pyrrolo[3,2-b]pyridin-2-one